The molecule is a sesquiterpene lactone that is decahydroazuleno[6,5-b]furan-2(3H)-one substituted by a hydroxy group at position 5, a mthyl group at position 5 and methylidene groups at positions 3 and 8 (the 3aR,4aR,5R,7aS,9aS stereoisomer). Isolated from the aerial parts of Inula hupehensis, it exhibits anti-inflammatory activity. It has a role as an anti-inflammatory agent and a plant metabolite. It is a gamma-lactone, an organic heterotricyclic compound, a sesquiterpene lactone and a tertiary alcohol. C[C@]1(CC[C@H]2[C@H]1C[C@H]3[C@H](CC2=C)OC(=O)C3=C)O